ClC1=C(C(=O)N(C2(CC2)C#N)COC(=O)OCCCC(=O)O)C=C(C=C1)C=1C=NN(C1)C1=C(C=C(C=C1OC(F)(F)F)C(C(F)(F)F)(C(F)(F)F)F)Cl 4-[({[(2-Chloro-5-{1-[2-chloro-4-(1,1,1,2,3,3,3-heptafluoropropan-2-yl)-6-(trifluoromethoxy)phenyl]-1H-pyrazol-4-yl}benzoyl)(1-cyanocyclopropyl)amino]methoxy}carbonyl)oxy]butanoic acid